1-[3-(5-chloro-3-methoxyquinoxalin-6-yl)-5-methyl-1H-pyrazolo[3,4-b]pyrazin-6-yl]-4-methylpiperidin-4-amine ClC1=C2N=C(C=NC2=CC=C1C1=NNC2=NC(=C(N=C21)C)N2CCC(CC2)(N)C)OC